COC1=CC=C(CN(C2CC(C2)NC(OC(C)(C)C)=O)C)C=C1 tert-butyl (3-((4-methoxybenzyl)(methyl)amino)cyclobutyl)carbamate